C(N)(=O)C1=CC=C(S1)N1CC(N(CC1)C(=O)OC(C)(C)C)C tert-butyl 4-(5-carbamoylthiophen-2-yl)-2-methylpiperazine-1-carboxylate